FC1=C(C(=CC=C1\C=C\1/CNCC1)O)N1CC(NS1(=O)=O)=O (Z)-5-(2-fluoro-6-hydroxy-3-(pyrrolidin-3-ylidenemethyl)phenyl)-1,2,5-thiadiazolidin-3-one 1,1-dioxide